FC1=C(C(=CC=C1)OC)N1N=C2C(=CC1=O)NN=C2C=2C=NN(C2)C(C#N)C 2-(4-(5-(2-fluoro-6-methoxyphenyl)-6-oxo-5,6-dihydro-1H-pyrazolo[4,3-c]pyridazin-3-yl)-1H-pyrazol-1-yl)propionitrile